methyl (1r,4r)-4-(3-(3-(1-(o-tolyl)cyclopropyl)-1,2,4-oxadiazol-5-yl)-5,6-dihydrocyclopenta[c]pyrazol-2(4H)-yl)cyclohexane-1-carboxylate C1(=C(C=CC=C1)C1(CC1)C1=NOC(=N1)C1=C2C(=NN1C1CCC(CC1)C(=O)OC)CCC2)C